tert-butyl N-(tert-butoxycarbonyl)-N-methyl-L-homoserinate C(C)(C)(C)OC(=O)N([C@@H](CCO)C(=O)OC(C)(C)C)C